C(C(C)C)(=O)OC=1C(=NC=CC1OC)C(N[C@H](C(=O)N[C@H](C(C1=CC(=C(C=C1)OC)OC)C1=CC(=C(C=C1)OC)OC)C)CC(C)C)=O 2-(((S)-1-(((S)-1,1-bis(3,4-dimethoxyphenyl)propan-2-yl)amino)-4-methyl-1-oxopentan-2-yl)carbamoyl)-4-methoxypyridin-3-yl isobutyrate